2-(3-(tert-butyl)-5-chlorophenyl)-4-phenylpyridine C(C)(C)(C)C=1C=C(C=C(C1)Cl)C1=NC=CC(=C1)C1=CC=CC=C1